2,5-dibutyl-1,4-dimethoxybenzene C(CCC)C1=C(C=C(C(=C1)OC)CCCC)OC